Cl.NC1(C(C(CCC1)O)=O)C1=C(C(=CC=C1F)F)F 2-amino-6-hydroxy-2-(2,3,6-trifluorophenyl)cyclohexan-1-one hydrochloride